(1S,3R)-3-(8-amino-1-{4-[(4-cyclopropylpyridin-2-yl)carbamoyl]-2-fluorophenyl}imidazo[1,5-a]pyrazin-3-yl)-1-methylcyclohexanecarboxylic acid NC=1C=2N(C=CN1)C(=NC2C2=C(C=C(C=C2)C(NC2=NC=CC(=C2)C2CC2)=O)F)[C@H]2C[C@](CCC2)(C(=O)O)C